C(C)(C)C1C2C=CC(C1[N+](=O)[O-])C2 racemic-5-exo-isopropyl-6-endo-nitrobicyclo[2.2.1]hept-2-ene